methyl-2-(4-(tert-butyl)benzamido)-3-(1H-pyrrol-2-yl)acrylate COC(C(=CC=1NC=CC1)NC(C1=CC=C(C=C1)C(C)(C)C)=O)=O